C(#N)C1=CC=C(C=C1)C1=CC=C(C=C1)OCCCCCC 4-Cyano-4'-hexyloxybiphenyl